4-(2-(4-acetamidophenyl)acetamido)butanoic acid C(C)(=O)NC1=CC=C(C=C1)CC(=O)NCCCC(=O)O